N7-(4,4-difluorocyclohexyl)-2-(methoxymethyl)pyrazolo[1,5-a]pyrimidine-3,7-dicarboxamide FC1(CCC(CC1)NC(=O)C1=CC=NC=2N1N=C(C2C(=O)N)COC)F